5-methyl-1,2-hexanediol CC(CCC(CO)O)C